4-[2-(4-aminopiperidin-1-yl)-5-[2-(1-hydroxycyclopentyl)ethynyl]pyrimidin-4-yl]benzonitrile NC1CCN(CC1)C1=NC=C(C(=N1)C1=CC=C(C#N)C=C1)C#CC1(CCCC1)O